di-p-tolyl-methylenecyclopentadiene C1(=CC=C(C=C1)C1=C(C(C=C1)=C)C1=CC=C(C=C1)C)C